C(C1=CC=CC=C1)OC1=NC(=CC=C1C=1C=C(C=CC1)N1CCC2(CN(C2)C(=O)OC(C)(C)C)CC1)OCC1=CC=CC=C1 tert-butyl 7-(3-(2,6-bis(benzyloxy)pyridin-3-yl)phenyl)-2,7-diazaspiro[3.5]nonane-2-carboxylate